CC(C=C)C12N(C=3C=CC=CC3C1=O)CCC2 9a-(But-3-en-2-yl)-2,3-dihydro-1H-pyrrolo[1,2-a]indol-9(9aH)-one